O(C1=CC=CC=C1)C1=C(C(=O)OC)C=CC(=C1)CNC(=O)NC=1C=CC=C2C=CC=NC12 methyl 2-phenoxy-4-((3-(quinolin-8-yl)ureido)methyl)benzoate